8-[(4R,10bS)-4-methyl-8-piperazin-1-yl-3,4,6,10b-tetrahydro-1H-pyrazino[2,1-a]isoindol-2-yl]quinoxaline-5-carbonitrile C[C@@H]1CN(C[C@H]2N1CC1=CC(=CC=C21)N2CCNCC2)C2=CC=C(C=1N=CC=NC21)C#N